NC1=C(C(=O)OC)C=C(C(=C1)B1OC(C(O1)(C)C)(C)C)C(F)(F)F methyl 2-amino-4-(4,4,5,5-tetramethyl-1,3,2-dioxaborolan-2-yl)-5-(trifluoromethyl)benzoate